1-(6-(((5-Bromo-7-tosyl-7H-pyrrolo[2,3-d]pyrimidin-4-yl)amino)methyl)pyridin-2-yl)piperidin-3-ol BrC1=CN(C=2N=CN=C(C21)NCC2=CC=CC(=N2)N2CC(CCC2)O)S(=O)(=O)C2=CC=C(C)C=C2